4-methyl-5-[2-pyrazinyl]-1,2-dithiole-3-thione CC=1C(SSC1C1=NC=CN=C1)=S